6-chloro-3-{4-[3-(1H-imidazol-4-yl)-piperidin-1-yl]-pyrimidin-2-yl}-imidazo[1,2-a]pyridine ClC=1C=CC=2N(C1)C(=CN2)C2=NC=CC(=N2)N2CC(CCC2)C=2N=CNC2